C(C)N1C(NC2=CC(=CC=3C2=C1N=CN3)CN3CCN(CC3)C=3C=CC(=NC3C)C(=O)NC3CC(C3)O)=O 5-(4-((3-ethyl-2-oxo-2,3-dihydro-1H-pyrimido[4,5,6-de]quinazolin-8-yl)methyl)piperazin-1-yl)-N-((1s,3s)-3-hydroxycyclobutyl)-6-methylpicolinamide